C[C@]12CC3(CC(C[C@@](C1)(C3)C)C2)NC(=O)NC2CCN(CC2)C(C(CC)C)=O 1-((1R,3R,5S,7R)-3,5-dimethyladamantan-1-yl)-3-(1-(2-methylbutanoyl)piperidin-4-yl)urea